2-cyano-N-(5-cyclopropyl-6-(4-ethynyl-2-hydroxyphenyl)pyridazin-3-yl)acetamide C(#N)CC(=O)NC=1N=NC(=C(C1)C1CC1)C1=C(C=C(C=C1)C#C)O